N[C@H](C(=O)OC)CC1=CC=C(C=C1)C=1C(N(N=CC1OCCOCCOCCOCCN=[N+]=[N-])C)=O methyl (S)-2-amino-3-(4-(5-(2-(2-(2-(2-azidoethoxy)ethoxy)ethoxy)ethoxy)-2-methyl-3-oxo-2,3-dihydropyridazin-4-yl)phenyl)propanoate